FCCCN1CC(C1)=CC1=CC=C(C=C1)C1=C(CCCC2=C1C=CC(=C2)C(=O)O)C2=C(C=C(C=C2C(F)(F)F)C(F)(F)F)OC 9-(4-((1-(3-fluoropropyl)azetidin-3-ylidene)methyl)phenyl)-8-(2-methoxy-4,6-bis(trifluoromethyl)phenyl)-6,7-dihydro-5H-benzo[7]annulene-3-carboxylic acid